C(CCC)OC(COP(=O)(O)O)(OCCCC)OCCCC.C(CCCCCCC)C(CCCCCCCC)N1C2=CC=CC=C2C=2C=CC=CC12 9-(1-Octyl-nonyl)carbazole tributoxyethyl-phosphate